2-bromo-2-cyclopropyl-1-(4-(thiophen-2-yl)phenyl)ethanone BrC(C(=O)C1=CC=C(C=C1)C=1SC=CC1)C1CC1